1,2-Distearoyl-sn-glycero-3-phosphoglycerate C(CCCCCCCCCCCCCCCCC)(=O)OC[C@@H](OC(CCCCCCCCCCCCCCCCC)=O)COP(=O)(O)OC(C(=O)[O-])CO